4-(5-{[(2r,3s)-3-{[4-fluoro-3-(trifluoromethyl)phenyl]carbamoyl}-7-(prop-2-ylidene)bicyclo[2.2.1]hept-2-yl]carbamoyl}-6-methoxypyridin-3-yl)benzoic acid FC1=C(C=C(C=C1)NC(=O)[C@@H]1[C@@H](C2CCC1C2=C(C)C)NC(=O)C=2C=C(C=NC2OC)C2=CC=C(C(=O)O)C=C2)C(F)(F)F